(R)-4-(5-(difluoromethyl)-1,3,4-thiadiazol-2-yl)-8-(5-(methoxymethyl)-3,3-dimethylpiperazin-1-yl)-2-methyl-N-(1-methylcyclopropyl)quinazoline-6-sulfonamide FC(C1=NN=C(S1)C1=NC(=NC2=C(C=C(C=C12)S(=O)(=O)NC1(CC1)C)N1CC(N[C@H](C1)COC)(C)C)C)F